3,4,4-trifluorobut-3-en-1-yl 2-(3,5-dimethyl-1H-pyrazol-1-yl)-2-methylpropanoate CC1=NN(C(=C1)C)C(C(=O)OCCC(=C(F)F)F)(C)C